3-bromo-5-chloro-N-(4,6-dimethylbenzo[d][1,3]dioxol-5-yl)pyridin-2-amine BrC=1C(=NC=C(C1)Cl)NC1=C(C2=C(OCO2)C=C1C)C